5-(phenyl)-1,3,4-oxadiazole-2-carbohydrazide C1(=CC=CC=C1)C1=NN=C(O1)C(=O)NN